2-(((1R)-1-(2-cyano-3-(4,4-difluoro-3-methoxypiperidin-1-yl)-7-methylquinoxalin-5-yl)ethyl)amino)benzoic acid C(#N)C1=NC2=CC(=CC(=C2N=C1N1CC(C(CC1)(F)F)OC)[C@@H](C)NC1=C(C(=O)O)C=CC=C1)C